NC=1C=C2C(=C(C=NC2=CC1OCC)C#N)NC1=CC(=C(C=C1)OC1=CC(=NC=C1)C)Cl 6-amino-4-((3-chloro-4-((2-methylpyridin-4-yl)oxy)phenyl)amino)-7-ethoxyquinoline-3-carbonitrile